FC(C(C(F)(F)F)(I)F)(F)F heptafluoro-2-iodopropane